C(#N)C=1C=CC(=NC1)O[C@@H]1C[C@@H](N(C1)CC1=CN=C(S1)NC(C)=O)C N-(5-(((2S,4R)-4-((5-cyanopyridin-2-yl)oxy)-2-methylpyrrolidin-1-yl)methyl)thiazol-2-yl)acetamide